3,4-pyridinedicarboxylic acid N1=CC(=C(C=C1)C(=O)O)C(=O)O